COS(=O)(=O)[O-].C(C)C(C[NH3+])CCCC 2-ethylhexylammonium methylsulfate